FC1=C(C(=CC=C1)F)S(=O)(=O)NC=1C(=C(C=CC1)C=1N=C(SC1C1=NC(=NC=C1)NC1CC2(CS(C2)(=O)=O)C1)C1(CCN(CC1)C(=O)OC(C)(C)C)C)F tert-butyl 4-(4-(3-((2,6-difluorophenyl)sulfonamido)-2-fluorophenyl)-5-(2-((2,2-dioxido-2-thiaspiro[3.3]heptan-6-yl)amino)pyrimidin-4-yl)thiazol-2-yl)-4-methylpiperidine-1-carboxylate